ClC1=CC2=C(C=N1)C(=NN2C2=NC(=CC(=C2)C)[C@]2(COCC2)OCC)C (R)-6-Chloro-1-(6-(3-ethoxytetrahydrofuran-3-yl)-4-methylpyridin-2-yl)-3-methyl-1H-pyrazolo[4,3-c]pyridine